N=1C=NN2C1C=C(C=C2)OC2=C(C(=C(C=C2)NC=2C1=C(N=CN2)C=CC(=N1)N1CC(N(CC1)C(=O)OC(C)(C)C)(C)C)F)C tert-butyl 4-(4-((4-([1,2,4]triazolo[1,5-a]pyridin-7-yloxy)-2-fluoro-3-methylphenyl)amino)pyrido[3,2-d]pyrimidin-6-yl)-2,2-dimethylpiperazine-1-carboxylate